phosphoric acid Zinc salt [Zn+2].P([O-])([O-])([O-])=O.P([O-])([O-])([O-])=O.[Zn+2].[Zn+2]